3β-fluoro-5,6α-epoxycholestane F[C@@H]1CC23[C@H](C[C@H]4[C@@H]5CC[C@H]([C@@H](CCCC(C)C)C)[C@]5(CC[C@@H]4[C@]2(CC1)C)C)O3